(2,5-dioxopyrrolidin-1-yl) 3-[2-[2-[2-[2-[2-[2-[2-(2-acetylsulfanylethoxy)ethoxy]ethoxy]ethoxy]ethoxy]ethoxy]ethoxy]ethoxy]propanoate C(C)(=O)SCCOCCOCCOCCOCCOCCOCCOCCOCCC(=O)ON1C(CCC1=O)=O